OC1(CC1)C1=NN(C=N1)C1CC2(CN(C2)C(=O)N2CC(C2)C2=CC=C(C=C2)C2=NN=C(N2)CC2(CC2)C)C1 [6-[3-(1-hydroxycyclopropyl)-1,2,4-triazol-1-yl]-2-azaspiro[3.3]heptan-2-yl]-[3-[4-[5-[(1-methylcyclopropyl)methyl]-4H-1,2,4-triazol-3-yl]phenyl]azetidin-1-yl]methanone